F[C@H]1C[C@H]2CC(CN2C1)=C (2S,7aR)-2-fluoro-6-methylenetetrahydro-1H-pyrrolizin